tert-butyl 3-(6-(4-chlorobenzyl)pyridin-2-yl)-2-(diethoxyphosphoryl)propanoate ClC1=CC=C(CC2=CC=CC(=N2)CC(C(=O)OC(C)(C)C)P(=O)(OCC)OCC)C=C1